methyl (S,E)-(7-amino-1-((1-((4-(1,1-difluoro-2-methylpropyl)-1H-benzo[d]imidazol-2-yl)methyl)-2-oxo-1,2-dihydropyridin-3-yl)amino)-1,7-dioxohept-5-en-2-yl)carbamate NC(/C=C/CC[C@@H](C(=O)NC=1C(N(C=CC1)CC1=NC2=C(N1)C=CC=C2C(C(C)C)(F)F)=O)NC(OC)=O)=O